C(C1=CC=CC=C1)OCOCCCC(CC(CC(CC(CC(C)Cl)C)C)C)C 12-chloro-4,6,8,10-tetramethyltridecyl benzyloxymethyl ether